isopropyl 7-isopropoxy-2-[1-methyl-2-oxabicyclo[2.2.1]heptan-4-yl]imidazo[1,2-a]pyrimidine-6-carboxylate C(C)(C)OC1=NC=2N(C=C1C(=O)OC(C)C)C=C(N2)C21COC(CC2)(C1)C